COCCC1=CC=C(OCC=2C=C(C=CC2)B(O)O)C=C1 (3-((4-(2-methoxyethyl)phenoxy)methyl)phenyl)boronic acid